3-iodotoluene IC=1C=C(C)C=CC1